4-(2-((tert-butyldimethylsilyl)oxy)ethyl)-N,N-dimethylpiperazine-1-carboxamide [Si](C)(C)(C(C)(C)C)OCCN1CCN(CC1)C(=O)N(C)C